CC1=C(C(CC=C1)(C)C)C(C=CC)=O 4-(2,6,6-trimethyl-1,3-cyclohexadienyl)2-Buten-4-one